(R)-1-((6-(3-methylmorpholino)-2-(1H-pyrrolo[2,3-b]pyridin-4-yl)pyrimidin-4-yl)imino)-1λ6-thiomorpholine 1-oxide C[C@@H]1COCCN1C1=CC(=NC(=N1)C1=C2C(=NC=C1)NC=C2)N=S2(CCNCC2)=O